1,1-dichloro-cyclopropane ClC1(CC1)Cl